O1C(=CC=C1)C(=O)NN=C(N)N 2-(furan-2-carboxamido)guanidine